NC(=S)NNC(N)=S dithiobiurea